3-(3-aminophenoxy)propyltrimethoxysilane NC=1C=C(OCCC[Si](OC)(OC)OC)C=CC1